2-Methyl-7-(5-(6,7,8,9-tetrahydro-5H-[1,2,4]triazolo[4,3-a]azepin-3-yl)-1H-pyrrolo[2,3-b]pyridin-1-yl)-[1,2,4]triazolo[4,3-a]pyridin-3(2H)-one CN1N=C2N(C=CC(=C2)N2C=CC=3C2=NC=C(C3)C3=NN=C2N3CCCCC2)C1=O